CC1=CC=C(C=C1)S(=O)(=O)OC=1N=C(N(C(C1C)=O)C1=C(C(=CC=C1)Cl)Cl)S(=O)(=O)C 1-(2,3-dichlorophenyl)-2-methanesulfonyl-5-methyl-6-oxopyrimidin-4-yl 4-methylbenzenesulfonate